ClC=1C(=CC(=NC1)OC)[C@H](C(=O)N1CC2(CC1)NC1=NC(=C(C=C1CC2)C2=NN(C(=N2)C(F)(F)F)C)C)C (2R)-2-(5-chloro-2-methoxypyridin-4-yl)-1-{7-methyl-6-[1-methyl-5-(trifluoromethyl)-1H-1,2,4-triazol-3-yl]-3,4-dihydro-1H-spiro[1,8-naphthyridine-2,3'-pyrrolidin]-1'-yl}propan-1-one